N=1N=C(N2C1C=CC=C2)C2=CC=C(C=C2)NC=2C(=NN(C2)C2=C(C=CC=C2Cl)Cl)C(=O)N 4-((4-([1,2,4]triazolo[4,3-a]pyridin-3-yl)phenyl)amino)-1-(2,6-dichlorophenyl)-1H-pyrazole-3-carboxamide